N-(4-methyl-3-pyridin-2-ylphenyl)-1-phenyl-3-azabicyclo[3.1.0]hexane-3-carboxamide CC1=C(C=C(C=C1)NC(=O)N1CC2(CC2C1)C1=CC=CC=C1)C1=NC=CC=C1